OC1=C(C(=CC=C1)OCC)C(C)=O 1-(2-hydroxy-6-ethoxyphenyl)ethanone